C(#N)C=1C=C(C=CC1)C1=CC=2C3=CC=CC=C3C3=CC(=CC=C3C2C=C1)C1=CC(=CC=C1)C#N 2,7-bis(3-cyanophenyl)triphenylene